6-(morpholin-4-yl)pyrazine N1(CCOCC1)C1=CN=CC=N1